(R)-N1-(4-(3,3-dimethyl-2,3-dihydro-1H-pyrrolo[3,2-b]pyridin-1-yl)-1,3,5-Triazin-2-yl)-4-(3-(dimethylamino)pyrrolidin-1-yl)-6-methoxybenzene-1,3-diamine CC1(CN(C=2C1=NC=CC2)C2=NC(=NC=N2)NC2=CC(=C(C=C2OC)N2C[C@@H](CC2)N(C)C)N)C